(S)-3-fluoro-N'-(8-fluoro-1,2,3,5,6,7-hexahydro-s-indacen-4-ylcarbamoyl)-5-(2-hydroxypropan-2-yl)thiophene-2-sulfonimidamide FC1=C(SC(=C1)C(C)(C)O)[S@](=O)(N)=NC(NC1=C2CCCC2=C(C=2CCCC12)F)=O